C(#N)C=1C2=C(N(N=C2C=C(C1)B1OC(C(O1)(C)C)(C)C)C)C1=CC(=C(C(=O)N)C(=C1)OC)OC(F)F 4-[4-cyano-2-methyl-6-(4,4,5,5-tetramethyl-1,3,2-dioxaborolan-2-yl)indazol-3-yl]-2-(difluoromethoxy)-6-methoxybenzamide